L-xylo-Hex-2-ulopyranose OCC1(O)[C@@H](O)[C@H](O)[C@@H](O)CO1